N(=[N+]=[N-])[C@H]1C[C@H](N(C1)CC1=C(C=CC=C1)Cl)C(=O)OC Methyl (2S,4S)-4-azido-1-[(2-chlorophenyl)methyl]pyrrolidine-2-carboxylate